[O-]S(=O)(=O)C(F)(F)F.[Al+3].[O-]S(=O)(=O)C(F)(F)F.[O-]S(=O)(=O)C(F)(F)F Aluminum (III) triflate